N-methyl-7-tolyl-7H-pyrrolo[2,3-d]pyrimidin-2-amine CNC=1N=CC2=C(N1)N(C=C2)C2=C(C=CC=C2)C